FC(C1=CC=CC=2NC(=NC21)C(=O)O)(F)F 4-(trifluoromethyl)-1H-benzo[d]imidazole-2-carboxylic acid